((S)-1-((4-(((5-((3-(3-chloro-4-methylphenyl)ureido)methyl)-2-(2,6-dioxopiperidin-3-yl)-1-oxoisoindolin-4-yl)oxy)methyl)-3-methoxyphenyl)amino)-1-oxopropan-2-yl)propenamide ClC=1C=C(C=CC1C)NC(NCC=1C(=C2CN(C(C2=CC1)=O)C1C(NC(CC1)=O)=O)OCC1=C(C=C(C=C1)NC([C@@H](C)C(C(=O)N)=C)=O)OC)=O